1-(5-(4,4-Dimethylpiperidin-1-yl)pyridin-2-yl)-5,7-difluoro-1H-benzo[d][1,2,3]triazol-6-ol CC1(CCN(CC1)C=1C=CC(=NC1)N1N=NC2=C1C(=C(C(=C2)F)O)F)C